lithium-tin-copper [Cu].[Sn].[Li]